3,4-dimethylisothiazol-5-amine HCl salt Cl.CC1=NSC(=C1C)N